(5R,6S)-5-Hydroxy-6-((S)-5H-imidazo[5,1-a]isoindol-5-yl)-5,6,7,8-tetrahydrochinolin-2-carboxamid O[C@H]1C=2C=CC(=NC2CC[C@H]1[C@@H]1N2C(C3=CC=CC=C13)=CN=C2)C(=O)N